(2S)-N-[(1S)-1-(2-Amino-2-oxo-ethyl)prop-2-ynyl]-1-[1-[4-(trifluoromethoxy)phenyl]cyclopropanecarbonyl]pyrrolidine-2-carboxamide NC(C[C@@H](C#C)NC(=O)[C@H]1N(CCC1)C(=O)C1(CC1)C1=CC=C(C=C1)OC(F)(F)F)=O